methyl (E)-3-methoxy-2-[2-(6-trifluoromethyl-2-pyridyloxymethyl)phenyl]acrylate CO/C=C(/C(=O)OC)\C1=C(C=CC=C1)COC1=NC(=CC=C1)C(F)(F)F